(R)-6-(((2-fluoro-2-methylpropyl)amino)methyl)-2-(3-((4-methyl-4H-1,2,4-triazol-3-yl)(oxetan-3-yl)methyl)phenyl)-4-(trifluoromethyl)isoindolin-1-one FC(CNCC1=CC(=C2CN(C(C2=C1)=O)C1=CC(=CC=C1)[C@@H](C1COC1)C1=NN=CN1C)C(F)(F)F)(C)C